C(CCC)[Sn](C(=C)OCC)(CCCC)CCCC tributyl-(1-ethoxyvinyl)-tin